C1(=CC=CC=C1)C=1N=C(OC1C1=CC=CC=C1)CCC(=O)N1CCC(CC1)C1=C(C(=CC=C1)C)C1=NC=CC=C1 3-(4,5-diphenyloxazol-2-yl)-1-(4-(3-methyl-2-(pyridin-2-yl)phenyl)piperidin-1-yl)propan-1-one